FC(OC1CCNCC1)(F)F 4-trifluoromethoxypiperidine